(S)-3-cyclobutyl-N-(7-(3-hydroxy-3-methylbut-1-yn-1-yl)-5-methyl-4-oxo-2,3,4,5-Tetrahydrobenzo[b][1,4]oxazepine-3-yl)imidazo[2,1-b]thiazole-6-carboxamide C1(CCC1)C=1N2C(SC1)=NC(=C2)C(=O)N[C@@H]2C(N(C1=C(OC2)C=CC(=C1)C#CC(C)(C)O)C)=O